C1(CC1)C1=NOC=N1 3-cyclopropyl-1,2,4-oxadiazol